N1N=CCC1 4,5-dihydro-1H-pyrazol